ClC=1C=C2C(=C3C1NC(NC31CCCCC1)=O)OC(=N2)CN2CCCC2 5-chloro-2-(pyrrolidin-1-ylmethyl)-7,8-dihydro-6H-spiro[[1,3]oxazolo[5,4-f]quinazoline-9,1'-cyclohexane]-7-one